bis(cyclopentadienyl)bis[2,6-difluoro-3-(N-pentyl-(2,2-dimethylbutanoyl)amino)phenyl]titanium C1(C=CC=C1)[Ti](C1=C(C(=CC=C1F)N(CCCCC)C(C(CC)(C)C)=O)F)(C1=C(C(=CC=C1F)N(CCCCC)C(C(CC)(C)C)=O)F)C1C=CC=C1